tert-Butyl (S)-2-(2-((((9H-fluoren-9-yl)methoxy)carbonyl)amino)acetamido)-6-diazo-5-oxohexanoate C1=CC=CC=2C3=CC=CC=C3C(C12)COC(=O)NCC(=O)N[C@H](C(=O)OC(C)(C)C)CCC(C=[N+]=[N-])=O